5-Amino-N-(3-chloro-4-fluorophenyl)-3-(3-(3-chlorophenyl)cyclopentyl)-1-methyl-1H-pyrazole-4-carboxamide NC1=C(C(=NN1C)C1CC(CC1)C1=CC(=CC=C1)Cl)C(=O)NC1=CC(=C(C=C1)F)Cl